C(C)OCCOCC(=O)O (2-ethoxyethoxy)acetic acid